(2S)-N-(1-(2-chlorophenyl)-2-(3,3-difluorocyclobutyl-amino)-2-oxoethyl)-N-(3-fluorophenyl)-5-oxopyrrolidine-2-carboxamide ClC1=C(C=CC=C1)C(C(=O)NC1CC(C1)(F)F)N(C(=O)[C@H]1NC(CC1)=O)C1=CC(=CC=C1)F